2,6-dichloro-4-[5-methyl-2-(4-methyl-1,2,4-triazol-3-yl)phenyl]pyridine ClC1=NC(=CC(=C1)C1=C(C=CC(=C1)C)C1=NN=CN1C)Cl